3-((tert-butyldimethylsilyloxy)prop-1-en-2-yl)-5-(4-methoxy-3-propoxyphenyl)pyridine [Si](C)(C)(C(C)(C)C)OCC(=C)C=1C=NC=C(C1)C1=CC(=C(C=C1)OC)OCCC